[Al].N(=O)NO N-nitrosohydroxylamine aluminum salt